4-(5-bromoisoindol-2-yl)piperidine-1-carboxylic acid tert-butyl ester C(C)(C)(C)OC(=O)N1CCC(CC1)N1C=C2C=CC(=CC2=C1)Br